2-(4-chloro-2-fluoro-5-((5-(2-tolyl)-1,3,4-oxadiazole-2-yl)methoxy)phenyl)-4,5,6,7-tetrahydro-1H-isoindole-1,3(2H)-dione ClC1=CC(=C(C=C1OCC=1OC(=NN1)C1=C(C=CC=C1)C)N1C(C=2CCCCC2C1=O)=O)F